FC=1C=C(OCC(C(=O)N2CCN(CC2)S(=O)(=O)C2=CC=C(C=C2)F)(C)C)C=CC1F 3-(3,4-difluorophenoxy)-1-(4-((4-fluorophenyl)sulfonyl)piperazin-1-yl)-2,2-dimethylpropan-1-one